NC1CN(C1)C(=O)OC(C)(C)C tert-Butyl (R)-3-aminoazetidine-1-carboxylate